3-galactosyllactose C1([C@H](O)[C@@H](O)[C@@H](O)[C@H](O1)CO)[C@]1([C@H](C(O)O[C@@H]([C@H]1O[C@H]1[C@H](O)[C@@H](O)[C@@H](O)[C@H](O1)CO)CO)O)O